C(C)(=O)OCCC1=CC=C(C=C1)OC(C)=O 4-acetoxyphenethyl alcohol acetate